C(C)(C)(C)OC(=O)N1N=C(C(=C1N(C(=O)OC(C)(C)C)C(=O)OC(C)(C)C)C1=CC=C(C=C1)Cl)C1=C(C=CC=C1)OC 5-[bis(t-butoxycarbonyl)amino]-4-(4-chlorophenyl)-3-(2-methoxyphenyl)pyrazole-1-carboxylic acid tert-butyl ester